sorbitol Triacrylate C(C=C)(=O)O.C(C=C)(=O)O.C(C=C)(=O)O.OC[C@H](O)[C@@H](O)[C@H](O)[C@H](O)CO